NC[C@@H](C(=O)NCCCCCC)NC(=O)NCCCCCCC (S)-3-amino-2-(3-heptylureido)-N-hexylpropanamide